Dimethyl 2-(2-((1H-indol-2-yl)thio)-2-(4-fluorophenyl)ethyl)malonate N1C(=CC2=CC=CC=C12)SC(CC(C(=O)OC)C(=O)OC)C1=CC=C(C=C1)F